BrC=1C=C2C(=NN(C2=CC1)C1COCC1)CCl 5-bromo-3-(chloromethyl)-1-(tetrahydrofuran-3-yl)-1H-indazole